3-amino-N-[(3S,4R)-3-fluoro-1-methylpiperidin-4-yl]-6-[4-(prop-2-enamido)quinolin-6-yl]pyridine-2-carboxamide NC=1C(=NC(=CC1)C=1C=C2C(=CC=NC2=CC1)NC(C=C)=O)C(=O)N[C@H]1[C@H](CN(CC1)C)F